7-(methoxymethoxy)-3,4-dihydro-1H-isoquinoline-2-carboxylate COCOC1=CC=C2CCN(CC2=C1)C(=O)[O-]